N-5-methylisoxazolyl-3-formyl-S-methyl-L-cysteinyl-O-methyl-L-serine CC1=CC(=NO1)N[C@@H](C(SC)C=O)C(=O)N[C@@H](COC)C(=O)O